(7-(4-(tert-butyl)phenyl)-3,4-dihydroquinolin-1(2H)-yl)-7-fluoro-[1,2,4]triazolo[4,3-a]quinazolin-8-amine C(C)(C)(C)C1=CC=C(C=C1)C1=CC=C2CCCN(C2=C1)C1=NN=C2N1C1=CC(=C(C=C1C=N2)F)N